Methyl (R)-3-isopropyl-1-methyl-2-oxoindoline-3-carboxylate C(C)(C)[C@@]1(C(N(C2=CC=CC=C12)C)=O)C(=O)OC